hexanolate C(CCCCC)[O-]